(3-(difluoromethyl)phenyl)boronic acid FC(C=1C=C(C=CC1)B(O)O)F